FC1=C(C=CC=C1CN1C(OCC1)=O)CN ({2-fluoro-3-[(2-oxo-1,3-oxazolidin-3-yl)methyl]phenyl}methyl)amine